N-(bis(4-(tributylsilyl)phenyl)phosphaneyl)-1-(dibenzo[b,d]furan-4-yl)-N-isopropyl-1-(4-(tributylsilyl)phenyl)phosphanamine C(CCC)[Si](C1=CC=C(C=C1)P(N(P(C1=CC=C(C=C1)[Si](CCCC)(CCCC)CCCC)C1=CC=CC2=C1OC1=C2C=CC=C1)C(C)C)C1=CC=C(C=C1)[Si](CCCC)(CCCC)CCCC)(CCCC)CCCC